COC=1C(=CC=2C(=C3C(=NC2C1)CCC3)N[C@@H]3CN(CCC3)CCO)OC 2-[(3S)-3-({6,7-dimethoxy-1H,2H,3H-cyclopenta[b]quinolin-9-yl}amino)piperidin-1-yl]ethan-1-ol